C1(CC1)N1N=CC(=C1)N1C(C[C@@H](C1)C1=C(C(=CC=C1OCOCC[Si](C)(C)C)Cl)Cl)=O |r| rac-1-(1-cyclopropyl-1H-pyrazol-4-yl)-4-(2,3-dichloro-6-((2-(trimethylsilyl)ethoxy)methoxy)phenyl)pyrrolidin-2-one